2-amino-N-{(1S,2S)-2-[(4-{1-[1-(2-hydroxyethyl)piperidin-4-yl]-3-methyl-1H-pyrrolo[2,3-b]pyridin-5-yl}phenyl)methoxy]cyclopentyl}-5-(1-methyl-1H-pyrazol-4-yl)pyridine-3-carboxamide NC1=NC=C(C=C1C(=O)N[C@@H]1[C@H](CCC1)OCC1=CC=C(C=C1)C=1C=C2C(=NC1)N(C=C2C)C2CCN(CC2)CCO)C=2C=NN(C2)C